(R)-N-(3-(1-((2-Amino-5-chloropyridin-3-yl)oxy)ethyl)phenyl)-3-(1-hydroxycyclobutyl)benzamid NC1=NC=C(C=C1O[C@H](C)C=1C=C(C=CC1)NC(C1=CC(=CC=C1)C1(CCC1)O)=O)Cl